3-((2-(((R)-6-((tert-Butoxycarbonyl)(4,4-difluorocyclohexyl)amino)hexan-2-yl)oxy)-6-methylpyridin-3-yl)sulfonyl)oxazolidine-2-carboxylic acid C(C)(C)(C)OC(=O)N(CCCC[C@@H](C)OC1=NC(=CC=C1S(=O)(=O)N1C(OCC1)C(=O)O)C)C1CCC(CC1)(F)F